N-(2-(4-((3-chloro-4-(trifluoromethoxy)benzyl)amino)butoxy)ethyl)-6-(3-methoxy-1H-pyrazol-4-yl)-1H-indazol-4-amine ClC=1C=C(CNCCCCOCCNC=2C=3C=NNC3C=C(C2)C=2C(=NNC2)OC)C=CC1OC(F)(F)F